benzyl 4-(((2S,6R)-2,6-dimethylpiperazin-1-yl)methyl)piperidine-1-carboxylate C[C@@H]1N([C@@H](CNC1)C)CC1CCN(CC1)C(=O)OCC1=CC=CC=C1